1-phenyl-2-piperidin-yl-ethanol C1(=CC=CC=C1)C(CN1CCCCC1)O